CC=1C=C(C=CC1OC(F)(F)F)C1CC2(CN(C2)C=O)CC1 (6-(3-methyl-4-(trifluoromethoxy)phenyl)-2-azaspiro[3.4]octan-2-yl)methanone